tert-butyl 2-(benzylthio)-7-(2-cyclohexylethyl)-7,8-dihydro-1,6-naphthyridine-6(5H)-carboxylate C(C1=CC=CC=C1)SC1=NC=2CC(N(CC2C=C1)C(=O)OC(C)(C)C)CCC1CCCCC1